9-(4-(1H-pyrazol-1-yl)benzyl)-2-(2-isopropylpyridin-3-yl)-7-methyl-7,9-dihydro-8H-purin-8-one N1(N=CC=C1)C1=CC=C(CN2C3=NC(=NC=C3N(C2=O)C)C=2C(=NC=CC2)C(C)C)C=C1